C(C)(C)(C)OC(=O)N1CCC(CC1)OC1CC(C1)OC1=NC=C(C=C1)C=1C=CC=2C3=C(NC2C1)C=CN=C3.ClC=3C=CC(=C(C3)CC(=O)N)N3N=NN=C3 2-(5-chloro-2-(1H-tetrazol-1-yl)phenyl)acetamide tert-butyl-4-((1r,3r)-3-((5-(5H-pyrido[4,3-b]indol-7-yl)pyridin-2-yl)oxy)cyclobutoxy)piperidine-1-carboxylate